BrC=1C=C2C=NN(C2=CC1)C/C=C/C(=O)C1=CC=CC=C1 (E)-4-(5-bromo-1H-indazol-1-yl)-1-phenylbut-2-en-1-one